C(CCCCC)(=O)O.N(=[N+]=[N-])C=1C=C(C(C(=O)N)=CC1)O 4-azidosalicylamide caproate